CN(C)C1=CC=CC=C1C(=O)OC methyl N,N-dimethyl anthranilate